N-((4S,5S)-3-((S)-1-amino-2,2,2-trifluoroethyl)-7-ethyl-4-(4-fluorophenyl)-6-oxo-1-phenyl-4,5,6,7-tetrahydro-1H-pyrazolo[3,4-b]pyridin-5-yl)-3-(trifluoromethyl)benzamide N[C@H](C(F)(F)F)C1=NN(C=2N(C([C@H]([C@H](C21)C2=CC=C(C=C2)F)NC(C2=CC(=CC=C2)C(F)(F)F)=O)=O)CC)C2=CC=CC=C2